COC=1C=C(C=CC1)C[C@H](CCCC)C1=C(C(=O)N)C=CC(=C1)NC=1C=NC=CC1 [(2S)-1-(3-methoxyphenyl)hexan-2-yl]-4-[(pyridin-3-yl)amino]benzamide